CN1C[C@@H](CCC1)NC1=NN=C(C=2N1N=NC2)C2=C(C=C(C=C2)C(F)(F)F)O 2-(7-{[(3R)-1-methylpiperidin-3-yl]amino}[1,2,3]triazolo[1,5-d][1,2,4]triazin-4-yl)-5-(trifluoromethyl)phenol